C(C)(=O)OC1=C(C(=CC(=C1)C)C)C(CC(=O)OC[C@]1(O[C@H](C[C@@H]1O)N1C2=NC(=NC(=C2N=C1)NC(=O)C1CC2(C1)CCCCC2)F)C#C)(C)C ((2R,3S,5R)-2-ethynyl-5-(2-fluoro-6-(spiro[3.5]nonane-2-carboxamido)-9H-purin-9-yl)-3-hydroxytetrahydrofuran-2-yl)methyl 3-(2-acetoxy-4,6-dimethylphenyl)-3-methylbutanoate